4-(((R)-2-Hydroxypropoyl)sulfonamido)-N-(6-methyl-2-((R)-2-methylmorpholino)pyrimidin-4-yl)-2-(6-azaspiro[2.5]octan-6-yl)benzamide O[C@@H](C(=O)S(=O)(=O)NC1=CC(=C(C(=O)NC2=NC(=NC(=C2)C)N2C[C@H](OCC2)C)C=C1)N1CCC2(CC2)CC1)C